(3-(methoxymethyl)phenyl)-N-methyl-[1,2,4]triazolo[4,3-a]quinazolin-5-amine COCC=1C=C(C=CC1)C1=NN=C2N1C1=CC=CC=C1C(=N2)NC